NC=1C=2N(C3=CC(=C(C=C3N1)F)C(=O)N(C)C1COC3=C1C=C(C(=C3)Cl)Br)C=NC2 4-amino-N-(5-bromo-6-chloro-2,3-dihydrobenzofuran-3-yl)-7-fluoro-N-methylimidazo[1,5-a]quinoxaline-8-carboxamide